OC(C)(C)C=1SC=CN1 2-(2-hydroxypropan-2-yl)thiazol